ClC1=CC2=C(N=C(S2)S(=O)(=O)C2=CC=C(C)C=C2)C=C1 6-chloro-2-(p-toluenesulfonyl)benzo[d]thiazole